CC(C(=O)N)C(C1=CC(=CC=C1)C(F)(F)F)NC1=NC2=C(N1)C=CC(=C2)OC(F)(F)F methyl-3-{[5-(trifluoromethoxy)-1H-1,3-benzodiazol-2-yl]amino}-3-[3-(trifluoromethyl)phenyl]propanamide